FC1(CC(C1)CN1N=CC2=C(C=C(C=C12)C(=O)NC(C)C=1C=NC(=NC1)C(F)(F)F)C=1SC(=CN1)C)F ((3,3-difluorocyclobutyl)methyl)-4-(5-methylthiazol-2-yl)-N-(1-(2-(trifluoromethyl)pyrimidin-5-yl)ethyl)-1H-indazole-6-carboxamide